(S)-3-morpholino-6a,7,9,10-tetrahydropyrazino[1,2-d]pyrido[3,2-b][1,4]oxazin O1CCN(CC1)C1=CC=2OC[C@H]3N(C2N=C1)CCNC3